ClC=1C=C(C(=NC1)OC(F)F)C1=CN=C(N1)C1=C(C=CC=C1F)F 5-chloro-2-(difluoromethoxy)-3-(2-(2,6-difluorophenyl)-1H-imidazol-5-yl)pyridine